OCCN1CCN(CC1)CCN1C(C2=CC=CC=C2C1=O)=O (2-(4-(2-hydroxyethyl)piperazin-1-yl)ethyl)isoindoline-1,3-dione